N1(CCC1)C(=O)N1[C@H]([C@H](C(C1)(F)F)NS(N(C)C)(=O)=O)CC1=C(C(=CC=C1)Cl)F N'-{(2S,3R)-1-(azetidine-1-carbonyl)-2-[(3-chloro-2-fluorophenyl)methyl]-4,4-difluoropyrrolidin-3-yl}-N,N-dimethylsulfuric diamide